Cl.C1=NC=CC2=CC=CC(=C12)C(=O)O Isoquinoline-8-carboxylic acid hydrochloride